(2S,2'S,2''S)-3,3',3''-((nitrilotris(ethane-2,1-diyl))tris(benzofuran-3,5-diyl))tris(2-((R)-pyrrolidin-3-yl)propanoic acid) N(CCC1=COC2=C1C=C(C=C2)C[C@H](C(=O)O)[C@@H]2CNCC2)(CCC2=COC1=C2C=C(C=C1)C[C@H](C(=O)O)[C@@H]1CNCC1)CCC1=COC2=C1C=C(C=C2)C[C@H](C(=O)O)[C@@H]2CNCC2